5-(2-(3-Methoxyphenyl)-1H-pyrrolo[2,3-b]pyridin-4-yl)-1H-indazol-3-amine COC=1C=C(C=CC1)C1=CC=2C(=NC=CC2C=2C=C3C(=NNC3=CC2)N)N1